2-methylpropyl 2-oxopropanoate O=C(C(=O)OCC(C)C)C